C(C)N1CC2(OC3(CC3)C1=O)CCN(CC2)CC(C)C 12-ethyl-8-isobutyl-4-oxa-8,12-diazadispiro[2.1.5.3]tridecan-13-one